(biphenylyl)phenyl-(biphenylyl)[(biphenylyl)phenyltriazinyl]dibenzoselenophenebenzyl-1,4,7,10-tetraazacyclododecane-1,4,7,10-tetraacetic acid C1(=C(C=CC=C1)C1N(C(C(N(CCN(CCN(C1)CC(=O)O)CC(=O)O)CC(=O)O)(CC1=CC=CC=C1C1=CC=CC=2[Se]C3=C(C21)C=CC=C3)C3=NN=NC(=C3C3=CC=CC=C3)C3=C(C=CC=C3)C3=CC=CC=C3)(C3=C(C=CC=C3)C3=CC=CC=C3)C3=CC=CC=C3)CC(=O)O)C3=CC=CC=C3